(2S)-2-[[(2S)-2-amino-4-[5-[bis(2-chloroethyl)amino]-1-methyl-benzimidazol-2-yl]butanoyl]amino]-4-methyl-pentanoic acid dihydrochloride Cl.Cl.N[C@H](C(=O)N[C@H](C(=O)O)CC(C)C)CCC1=NC2=C(N1C)C=CC(=C2)N(CCCl)CCCl